N-(bis(dimethylamino)methylene)-N-methyl-1-(4-vinylphenyl)-methanaminium chloride [Cl-].CN(C)C(=[N+](CC1=CC=C(C=C1)C=C)C)N(C)C